cyanocinnamylpyruvic acid C(#N)C(C(C(=O)O)=O)CC=CC1=CC=CC=C1